benzyl-methyl-malonate C(C1=CC=CC=C1)C(C(=O)[O-])(C(=O)[O-])C